C(#N)C1=CC=C(C=C1)CN(C(C(C)OC)=O)OC N-[(4-cyanophenyl)methyl]-N,2-dimethoxy-propanamide